C1=C(C=CC2=CC=CC=C12)C[NH3+] beta-naphthylmethyl-ammonium